NC(=S)N Aminothioketon